6-((2-hexyldecanoyl)oxy)-N-(6-((2-hexyldecanoyl)oxy)hexyl)-N-(4-hydroxybutyl)hexane-1-amine C(CCCCC)C(C(=O)OCCCCCCN(CCCCO)CCCCCCOC(C(CCCCCCCC)CCCCCC)=O)CCCCCCCC